BrC=1C=C2C=CC=C(C2=CC1OC)C(C)=O 1-(6-Bromo-7-methoxynaphthalen-1-yl)ethan-1-one